(S)-5-(4-bromophenyl)piperidin-2-one BrC1=CC=C(C=C1)[C@@H]1CCC(NC1)=O